BrC1=CC=C(C=C1)C=1N=C(SC1)NC(C1=C(C=C(C=C1)C)NS(=O)(=O)C1=CC=C(C=C1)C)=O N-(4-(4-bromophenyl)thiazol-2-yl)-4-methyl-2-((4-methylphenyl)sulfonamido)benzamide